(2E)-3-[3-cyano-1-(oxetan-2-yl)indazol-6-yl]-N-(6-methoxy-2,4-dimethylpyridin-3-yl)prop-2-enamide C(#N)C1=NN(C2=CC(=CC=C12)/C=C/C(=O)NC=1C(=NC(=CC1C)OC)C)C1OCC1